F[C@H]1CC2(OCCO2)CC[C@H]1NC=1C=2C=C(N(C2C=CC1)CC(F)(F)F)C#CCNC1=C(C=C(C=C1)S(=O)(=O)C)OC N-[(7S,8R)-7-fluoro-1,4-dioxaspiro[4.5]decan-8-yl]-2-{3-[(4-methanesulfonyl-2-methoxyphenyl)amino]prop-1-yn-1-yl}-1-(2,2,2-trifluoroethyl)-1H-indol-4-amine